ClC1=C(C(=O)NC2=NON=C2C)C=CC(=C1S(=O)(=O)CC1CC1)S(=O)(=O)C 2-Chloro-3-((cyclopropylmethyl)sulfonyl)-N-(4-methyl-1,2,5-oxadiazol-3-yl)-4-(methylsulfonyl)benzamide